C(=O)O.C(C)OC1CC(C1)N1N=C(C(=C1)NC(=O)C=1OC(=CC1)C=1C=NNC1)C1=NC=C(C=C1)F N-(1-((1s,3s)-3-ethoxycyclobutyl)-3-(5-fluoropyridin-2-yl)-1H-pyrazol-4-yl)-5-(1H-pyrazol-4-yl)furan-2-carboxamide formate